1,3-dimethylpyrrole CN1C=C(C=C1)C